(E)-2-Hydroxy-5-(5-(3-(4-hydroxyphenyl)-3-oxoprop-1-en-1-yl)furan-2-yl)benzoic acid OC1=C(C(=O)O)C=C(C=C1)C=1OC(=CC1)\C=C\C(=O)C1=CC=C(C=C1)O